C(C)(C)(C)OC(CC[C@@H](C(=O)N)N1C(C2=CC(=C3C(=C2C1)OCC31CCN(CC1)CC1=CC(=CC=C1)C=1C=NN(C1)C)F)=O)=O (S)-5-amino-4-(4-fluoro-1'-(3-(1-methyl-1H-pyrazol-4-yl)benzyl)-6-oxo-6,8-dihydro-2H,7H-spiro[furo[2,3-e]isoindol-3,4'-piperidin]-7-yl)-5-oxopentanoic acid tert-butyl ester